C(C)(C)(C)P1(CNC2=C1C(=CC=C2)C2=C(C=CC=C2OC)OC)=O (4s)-3-(tert-butyl)-4-(2,6-dimethoxyphenyl)-1,2-dihydrobenzo[d][1,3]azaphosphole 3-oxide